N-((S)-1-(4-(dimethylamino)-4-methylpent-2-ynoyl)pyrrolidine-3-carbonyl)-N-methyl-L-valine tert-butyl ester C(C)(C)(C)OC([C@@H](N(C)C(=O)[C@@H]1CN(CC1)C(C#CC(C)(C)N(C)C)=O)C(C)C)=O